1-(trans-5-([1,1'-biphenyl]-4-yloxy)octahydro-cyclopenta[c]pyrrole-2-carbonyl)-1H-pyrazole-3-carboxylic acid C1(=CC=C(C=C1)OC1CC2C(CN(C2)C(=O)N2N=C(C=C2)C(=O)O)C1)C1=CC=CC=C1